N-{4-[2-(2-chloro-4-fluorophenyl)acetylamino]pyridin-2-yl}-N-phenylacetamide ClC1=C(C=CC(=C1)F)CC(=O)NC1=CC(=NC=C1)N(C(C)=O)C1=CC=CC=C1